FC(C=1C=C(C=CC1)C1=CN(C2=NC=C(C=C21)B2OC(C(O2)(C)C)(C)C)S(=O)(=O)C2=CC=C(C)C=C2)F 3-(3-(difluoromethyl)phenyl)-5-(4,4,5,5-tetramethyl-1,3,2-dioxaborolan-2-yl)-1-tosyl-1H-pyrrolo[2,3-b]pyridine